NC=1C2=C(N=CN1)N(C=C2C2=CC=C(C1=CC=CC=C21)NC(=O)NC2=CC(=NO2)C2(CC2)C(F)(F)F)C2CC2 1-(4-(4-AMINO-7-CYCLOPROPYL-7H-PYRROLO[2,3-D]PYRIMIDIN-5-YL)NAPHTHALEN-1-YL)-3-(3-(1-(TRIFLUOROMETHYL)CYCLOPROPYL)ISOXAZOL-5-YL)UREA